C(#N)[C@H]1N([C@H]2C[C@H]2C1)C(CC1=NC2=CC=C(C=C2C(=C1)C(=O)N)C1(CC1)C)=O (2-((1S,3S,5S)-3-cyano-2-azabicyclo[3.1.0]hex-2-yl)-2-oxoethyl)-6-(1-methylcyclopropyl)quinoline-4-carboxamide